N1C=NC(=C1)CCCCC(=O)O Imidazole-4-pentanoic acid